C(C)OCCOCCOCC ethoxy-2-(2-ethoxy-ethoxy)-ethane